4-((4-(trifluoromethyl)benzyl)oxy)pyrrolo[1,2-a]quinoxaline-7-carboxylic acid FC(C1=CC=C(COC=2C=3N(C4=CC=C(C=C4N2)C(=O)O)C=CC3)C=C1)(F)F